allyl 5-((phenoxy((1-(propoxycarbonyl) cyclopropyl)amino) phosphoryl) methyl)benzo[b]thiophene-2-carboxylate O(C1=CC=CC=C1)P(=O)(NC1(CC1)C(=O)OCCC)CC1=CC2=C(SC(=C2)C(=O)OCC=C)C=C1